C(C)(CC)Br sec-butyl bromide